ClC=1C(=NN(C1)C(=O)N1CCN(CC1)CC1=CC(=CC(=C1)C=1C=NC=NC1)Cl)C(=O)O 4-chloro-1-(4-(3-chloro-5-(pyrimidin-5-yl)benzyl)piperazine-1-carbonyl)-1H-pyrazole-3-carboxylic acid